[Si](C)(C)(C(C)(C)C)O[C@@H]1CN(C(=C1)C(=O)[O-])C(=O)OC methyl (3S)-3-[tert-butyl(dimethyl)silyl]oxy-2,3-dihydropyrrole-1,5-dicarboxylate